FC=1C=C(CN2C=NC3=C(C2=O)C=NC=C3)C=CC1F 3-(3,4-difluorobenzyl)pyrido[4,3-d]pyrimidin-4(3H)-one